C(C(C(C([2H])([2H])[2H])([2H])[2H])([2H])[2H])(O[2H])([2H])[2H] butanol-d10